2-Hydroxy-isocaproic acid OC(C(=O)O)CC(C)C